[Si](C)(C)(C(C)(C)C)O[C@@H]1[C@@H](CN(CC1)[C@@]1(COC[C@@H]1O[Si](C1=CC=CC=C1)(C1=CC=CC=C1)C(C)(C)C)C)F (3R,4S)-4-((tert-butyldimethylsilyl)oxy)-1-((3R,4R)-4-((tert-butyldiphenylsilyl)oxy)-3-methyltetrahydrofuran-3-yl)-3-fluoropiperidine